[Cs].OC1=C(N=C(C(=N1)C(=O)O)C(=O)O)O dihydroxypyrazine-2,3-dicarboxylic acid cesium